2-(3-Oxo-2,3-dihydroinden-1-yliden)malononitril O=C1CC(C2=CC=CC=C12)=C(C#N)C#N